FC([C@@H]1[C@H](C1)C(CC(=O)OCC)=O)F Ethyl 3-((1S,2S)-2-(difluoromethyl)cyclopropyl)-3-oxopropanoate